FC1(CCC(CC1)[C@@H](C=1OC=2C(=NC(=CC2)C=O)N1)NC(OCC1=CC=CC=C1)=O)F Benzyl (S)-((4,4-difluorocyclohexyl)(5-formyloxazolo[4,5-b]pyridin-2-yl)methyl)carbamate